2-(2-isopropylphenyl)-9-(4-(3-methyl-5-(trifluoromethyl)-1H-pyrazol-1-yl)benzyl)-7,9-dihydro-8H-purin-8-one C(C)(C)C1=C(C=CC=C1)C1=NC=C2NC(N(C2=N1)CC1=CC=C(C=C1)N1N=C(C=C1C(F)(F)F)C)=O